ethyl 2-(2-((4-(3-(aminomethyl)phenyl)benzofuran-2-yl)methoxy)phenyl)acetate NCC=1C=C(C=CC1)C1=CC=CC2=C1C=C(O2)COC2=C(C=CC=C2)CC(=O)OCC